tert-butyl (2-(6-bromo-1-pivaloyl-1H-indol-3-yl)ethyl)(N,N-dimethylsulfamoyl)carbamate BrC1=CC=C2C(=CN(C2=C1)C(C(C)(C)C)=O)CCN(C(OC(C)(C)C)=O)S(N(C)C)(=O)=O